(R)-N-(1-(3-(difluoromethyl)-5-nitrophenyl)ethylidene)-2-methylpropane-2-sulfinamide FC(C=1C=C(C=C(C1)[N+](=O)[O-])C(C)=N[S@](=O)C(C)(C)C)F